FC=1C(=CC(=C(C1)N1CCC(CC1)N(C(OC(C)(C)C)=O)C)NC(C1=CN=C(C=C1C(F)(F)F)OCC[Si](C)(C)C)=O)C=1C=NC(=NC1)N1CCOCC1 tert-butyl (1-(5-fluoro-4-(2-morpholinopyrimidin-5-yl)-2-(4-(trifluoromethyl)-6-(2-(trimethylsilyl)ethoxy)nicotinamido)phenyl)piperidin-4-yl)(methyl)carbamate